(3R)-4-[2-cyano-6-(methylcarbamoyl)pyridin-3-yl]-3-methylpiperazine-1-carboxylic acid C(#N)C1=NC(=CC=C1N1[C@@H](CN(CC1)C(=O)O)C)C(NC)=O